C(CSSCC=NO)=NO 2,2'-dithiobisacetaldehyde dioxime